2,6-dichloro-4-(cyclopropylamino)nicotinamide ClC1=C(C(=O)N)C(=CC(=N1)Cl)NC1CC1